4-(2-bromo-6-fluoro-3-methyl-4-nitro-phenoxy)pyridine-2-carbonitrile BrC1=C(OC2=CC(=NC=C2)C#N)C(=CC(=C1C)[N+](=O)[O-])F